3-(2-ethoxy-2-oxoethyl)-3-phenylazetidine-1-carboxylic acid tert-butyl ester C(C)(C)(C)OC(=O)N1CC(C1)(C1=CC=CC=C1)CC(=O)OCC